1-[(2R,4S)-4-[4-Amino-3-[2-(1-cyclopropyl-6-fluoro-1,3-benzodiazol-5-yl)ethynyl]pyrazolo[4,3-c]pyridin-1-yl]-2-(methoxymethyl)pyrrolidin-1-yl]prop-2-en-1-one NC1=NC=CC2=C1C(=NN2[C@H]2C[C@@H](N(C2)C(C=C)=O)COC)C#CC2=CC1=C(N(C=N1)C1CC1)C=C2F